4-hydroxy-alpha'-[(tert-butylamino)methyl]-1,3-benzenedimethanol sulfate S(=O)(=O)(O)O.OC1=C(C=C(C=C1)CO)C(O)CNC(C)(C)C